(4-amino-7-methylimidazo[1,5-a]quinoxalin-8-yl)((2R,5S)-2-(benzo[d]thiazol-5-yl)-5-methylpiperidin-1-yl)methanone NC=1C=2N(C3=CC(=C(C=C3N1)C)C(=O)N1[C@H](CC[C@@H](C1)C)C=1C=CC3=C(N=CS3)C1)C=NC2